(R)-5-(2-Benzyl-4-(methylsulfonyl)piperazin-1-yl)-3-chloro-1H-pyrazolo[3,4-c]pyridine C(C1=CC=CC=C1)[C@H]1N(CCN(C1)S(=O)(=O)C)C=1C=C2C(=CN1)NN=C2Cl